CC1=C(C=CC(=C1)C)S(=O)(=O)N1CC2(C1)CN(C2)C2CCOCC2 2-((2,4-Dimethylphenyl)sulfonyl)-6-(tetrahydro-2H-pyran-4-yl)-2,6-diazaspiro[3.3]heptane